3-cyclopropyl-1-((3,3-difluoro-1-methylcyclobutyl)methyl)-N-(2-(dimethylphosphoryl)pyridin-4-yl)-4-(trifluoromethyl)-1H-pyrazole-5-carboxamide C1(CC1)C1=NN(C(=C1C(F)(F)F)C(=O)NC1=CC(=NC=C1)P(=O)(C)C)CC1(CC(C1)(F)F)C